FC=1C=C(C#N)C=C(C1)CO[C@H](COCCCCCCCCCCCCCCC)CO 3-Fluoro-5-[[(1S)-1-(hydroxymethyl)-2-pentadecoxy-ethoxy]methyl]benzonitrile